C(N)(=N)C1=CC=C(CNC(C(C)NC(=O)C2NCC(C2)C=2C=C(C=CC2)C)=O)C=C1 N-(1-((4-amidinobenzyl)amino)-1-oxoprop-2-yl)-4-(m-tolyl)pyrrolidine-2-carboxamide